C1[C@H]([C@H]([C@H](O[C@]1(C(=O)O)O)[C@@H](CO)O)O)O[C@@]2([C@H]([C@H]([C@H]([C@H](O2)[C@@H](CO)O)O)O)O)C(=O)O The molecule is a disaccharide comprising a D-glycero-alpha-D-talo-oct-2-ulosonyl unit in (2->4) linkage with 3-deoxy-alpha-D-manno-oct-2-ulopyranonosonic acid; it forms part of the core structure of bacterial lipopolysaccharides.